ClC1=CC=C(C(=O)NC(C)C2=NC=3CCCN(C3C=C2)C2=NC(=NC(=C2)C)C(F)(F)F)C=C1 4-chloro-N-(1-(5-(6-methyl-2-(trifluoromethyl)pyrimidin-4-yl)-5,6,7,8-tetrahydro-1,5-naphthyridin-2-yl)ethyl)benzamide